(E)-3-(4-bromophenyl)acrolein BrC1=CC=C(C=C1)/C=C/C=O